allyl-6-(3-fluoro-5-toluidino)-1-[6-(4-piperidylamino)-2-pyridyl]-1,2-dihydro-3H-1,2,5,7-tetraazainden-3-one C(C=C)N1N(C2=NC(=NC=C2C1=O)NC=1C=C(C=C(C1)C)F)C1=NC(=CC=C1)NC1CCNCC1